C1(CC1)C=1N=NNN1 5-cyclopropyl-2H-1,2,3,4-tetrazole